ClC1=CC=C2C(=C(NC2=C1F)C1=NNC(=N1)C(F)(F)F)C=1C=NNC1 6-chloro-7-fluoro-3-(1H-pyrazol-4-yl)-2-(5-(trifluoromethyl)-1H-1,2,4-triazol-3-yl)-1H-indole